(1S,3S)-3-((6-(5-((3-butylureido)methyl)-1-methyl-1H-1,2,3-triazol-4-yl)-2-methylpyridin-3-yl)oxy)cyclohexane-1-carboxylic acid C(CCC)NC(NCC1=C(N=NN1C)C1=CC=C(C(=N1)C)O[C@@H]1C[C@H](CCC1)C(=O)O)=O